FC1=C(N)C=C(C(=C1)C#CC)C(F)(F)F 2-fluoro-4-(prop-1-yn-1-yl)-5-(trifluoromethyl)aniline